5-bromo-6-methylbenzofuran-4-ol BrC1=C(C=C2C(C=CO2)=C1O)C